2-(2-((2-methyl-4-(2',3',4',5'-tetrahydro-[1,1'-biphenyl]-4-yl)-1H-benzo[d]imidazol-1-yl)methyl)phenyl)acetic acid CC1=NC2=C(N1CC1=C(C=CC=C1)CC(=O)O)C=CC=C2C2=CC=C(C=C2)C=2CCCCC2